Bis(2-ethylhexyl)-4-cyclohexen-1,2-dicarboxylat C(C)C(COC(=O)C1C(CC=CC1)C(=O)OCC(CCCC)CC)CCCC